(15R)-5-[4-[4-(hydroxymethyl)-1-piperidyl]phenyl]-15,17-dimethyl-11-thia-6,14,17-triazatetracyclo[8.8.0.02,7.012,18]octadeca-1,3,5,7,9,12(18)-hexaen-13-one OCC1CCN(CC1)C1=CC=C(C=C1)C=1C=CC2=C3C=4N(C[C@H](NC(C4SC3=CC=C2N1)=O)C)C